FC1(C(C1)C=1C=NC(=NC1)N(CC1=CC=C(C=C1)OC)CC1=CC=C(C=C1)OC)F 5-(2,2-difluorocyclopropyl)-N,N-bis(4-methoxybenzyl)pyrimidin-2-amine